2-(4-((2-Benzyl-1-oxo-1,2,3,4-tetrahydroisoquinolin-6-yl)oxy)-3,5-dichlorophenyl)-3,5-dioxo-2,3,4,5-tetrahydro-1,2,4-triazine-6-carboxylic acid C(C1=CC=CC=C1)N1C(C2=CC=C(C=C2CC1)OC1=C(C=C(C=C1Cl)N1N=C(C(NC1=O)=O)C(=O)O)Cl)=O